2-(cyclopropylmethylamino)-6-[3-[[cyclopropyl(methyl)sulfamoyl]amino]-2,6-difluorophenyl]-8-methyl-7-oxopyrido[2,3-d]pyrimidine C1(CC1)CNC=1N=CC2=C(N1)N(C(C(=C2)C2=C(C(=CC=C2F)NS(N(C)C2CC2)(=O)=O)F)=O)C